C(#N)C=1C=C(C=CC1)C=1N=C(SC1C1=CC(=NC(=C1)C)C)NC(=O)N1CCN(CC1)CC N-[4-(3-cyanophenyl)-5-(2,6-dimethyl-4-pyridyl)thiazol-2-yl]-4-ethyl-piperazine-1-carboxamide